BrC1=C(N)C=C(C=C1)OC1=CC(=CC=C1)C(F)(F)F 2-bromo-5-(3-(trifluoromethyl)phenoxy)aniline